1-(4-[7-[6-amino-4-methyl-3-(trifluoromethyl)pyridin-2-yl]-6-chloroquinazolin-4-yl]piperazin-1-yl)prop-2-en-1-one NC1=CC(=C(C(=N1)C1=C(C=C2C(=NC=NC2=C1)N1CCN(CC1)C(C=C)=O)Cl)C(F)(F)F)C